1,1-dichloro-N-[(dimethylamino)sulfonyl]-1-fluoro-N-(4-methylphenyl)methanesulfonamide ClC(S(=O)(=O)N(C1=CC=C(C=C1)C)S(=O)(=O)N(C)C)(F)Cl